(5'S,7a'R)-5'-(3-fluorophenyl)-1-(3-methoxybenzene-1-carbonyl)tetrahydro-3'H-spiro[piperidine-4,2'-pyrrolo[2,1-b]-[1,3]oxazol]-3'-one FC=1C=C(C=CC1)[C@@H]1CC[C@H]2OC3(C(N21)=O)CCN(CC3)C(=O)C3=CC(=CC=C3)OC